(1S,3aR,6aS)-2-(9-acetamido-9H-fluorene-9-carbonyl)-N-((S)-1-cyano-2-((S)-2-oxopyrrolidin-3-yl)ethyl)octahydrocyclopenta[c]pyrrole-1-carboxamide C(C)(=O)NC1(C2=CC=CC=C2C=2C=CC=CC12)C(=O)N1[C@@H]([C@@H]2[C@H](C1)CCC2)C(=O)N[C@@H](C[C@H]2C(NCC2)=O)C#N